4-(4-fluoro-2-oxo-2,3-dihydro-1H-1,3-benzodiazol-1-yl)-N-(1H-indol-6-yl)cyclohexane-1-carboxamide FC1=CC=CC=2N(C(NC21)=O)C2CCC(CC2)C(=O)NC2=CC=C1C=CNC1=C2